NC=1C2=C(N=CN1)N(C1=C2N=C(C=C1C)C(F)(F)F)CC(=O)O 2-(4-amino-8-methyl-6-(trifluoromethyl)-9H-pyrido[2',3':4,5]pyrrolo[2,3-d]pyrimidin-9-yl)acetic acid